Butanone (ethyl butyrate) C(C)C(C(=O)O)CC.CC(CC)=O